2-(3-(tert-butoxy)-5-fluorophenyl)-4,4,5,5-tetramethyl-1,3,2-dioxaborolan C(C)(C)(C)OC=1C=C(C=C(C1)F)B1OC(C(O1)(C)C)(C)C